COC1=CC=C(CN2C3=NC(=NC=C3NC2=O)NC(C)=O)C=C1 N-(9-(4-methoxybenzyl)-8-oxo-8,9-dihydro-7H-purin-2-yl)acetamide